N[C@H](C(=O)NC1=NC=CC(=C1)CN1C(N[C@@H](C1)C(F)(F)F)=O)[C@H](C)OC(C)(C)C (2S,3S)-2-Amino-3-(tert-butoxy)-N-(4-(((S)-2-oxo-4-(trifluoromethyl)imidazolidin-1-yl)methyl)pyridin-2-yl)butanamide